C(CC1=CC=CC=C1)C1(CN(CC1)CC1=CC=NC=C1)C1OCCC1 4-((3-phenethyl-3-(tetrahydrofuran-2-yl)pyrrolidin-1-yl)methyl)pyridine